6-{[5-(2-hydroxy-prop-2-yl)pyridin-2-yl]amino}-4-[(3-methanesulfonylpyridin-2-yl)amino]-N-(2H3)methylpyridazine-3-carboxamide OC(C)(C)C=1C=CC(=NC1)NC1=CC(=C(N=N1)C(=O)NC([2H])([2H])[2H])NC1=NC=CC=C1S(=O)(=O)C